(3R,5R)-1-benzyl-5-(hydroxydiphenylmethyl)pyrrolidin-3-ol C(C1=CC=CC=C1)N1C[C@@H](C[C@@H]1C(C1=CC=CC=C1)(C1=CC=CC=C1)O)O